C(C)(C)(C)OC(=O)N1CCC2(CC(C2)=CC2=C(N=NN2C2=C(C=CC=C2Cl)Cl)C2CC2)CC1 2-((4-cyclopropyl-1-(2,6-dichlorophenyl)-1H-1,2,3-triazol-5-yl)methylene)-7-azaspiro[3.5]nonane-7-carboxylic acid tert-butyl ester